(R)-nipecotic acid hydrazide N1C[C@H](C(=O)NN)CCC1